(1-isopropyl-1H-pyrazol-5-yl)pyridin-2-amine C(C)(C)N1N=CC=C1C=1C(=NC=CC1)N